2,4,6-trichlorobenzoyl chloride ClC1=C(C(=O)Cl)C(=CC(=C1)Cl)Cl